N[C@](COC1=C(C=C(C=C1)C1=CC(=NC=C1)NC(C)=O)C#N)(CC(C)(C)F)C (S)-N-(4-(4-((2-amino-4-fluoro-2,4-dimethylpentyl)oxy)-3-cyanophenyl)pyridin-2-yl)acetamide